FC1(CN(CC[C@H]1NC1=NN2C(C(=N1)OC)=C(C=C2)C=2C=CC1=C(N(N=N1)[C@@H](CO)C)C2)C(C)=O)F 1-((R)-3,3-difluoro-4-((5-(1-((R)-1-hydroxypropan-2-yl)-1H-benzo[d][1,2,3]triazol-6-yl)-4-methoxypyrrolo[2,1-f][1,2,4]triazin-2-yl)amino)piperidin-1-yl)ethan-1-one